NC1=NC=CC=C1C1=NC=2C(=NC(=CC2)C2=CC=CC=C2)N1C1=CC=C(CNC(=O)C=2C=C(C(=O)OC)C=C(C2)F)C=C1 methyl 3-((4-(2-(2-aminopyridin-3-yl)-5-phenyl-3H-imidazo[4,5-b]pyridin-3-yl)benzyl)carbamoyl)-5-fluorobenzoate